OC(C)(C)C=1C=C(C=CC1)NC=1N=CC2=C(N1)CN(CC2)C2=C(C1=C(OCCN1C(=O)OC(C)(C)C)N=C2)C tert-butyl 7-(2-{[3-(2-hydroxypropan-2-yl)phenyl]amino}-5H,6H,7H,8H-pyrido[3,4-d]pyrimidin-7-yl)-8-methyl-1H,2H,3H-pyrido[2,3-b][1,4]oxazine-1-carboxylate